N-benzyl-4,6-bis(trifluoromethyl)-1H-benzo[d]imidazol-2-amine C(C1=CC=CC=C1)NC1=NC2=C(N1)C=C(C=C2C(F)(F)F)C(F)(F)F